C(CCC(=O)O)(=O)OC=C vinyl hydrogen succinate